C1NCC12CC(C2)C2=CC=C1C=C(N=NC1=C2)C2=C(C=CC=C2)O 2-(7-{2-azaspiro[3.3]heptan-6-yl}cinnolin-3-yl)phenol